2-[(4R)-4-[2-[2-fluoro-5-[(4,6,7-trifluoro-1H-indol-5-yl)oxy]phenyl]-1H-imidazol-4-yl]-4-methyl-chroman-8-yl]cyclopropanecarboxylic acid FC1=C(C=C(C=C1)OC=1C(=C2C=CNC2=C(C1F)F)F)C=1NC=C(N1)[C@@]1(CCOC2=C(C=CC=C12)C1C(C1)C(=O)O)C